C12=CC=C(C=C1)S2(=O)=O 1,4-phenylenesulfone